N[C@H](C(=O)NCSCCC1=C(C=C(C=C1)NC(NCC=1C=C2CN(C(C2=CC1)=O)C1C(NC(CC1)=O)=O)=O)Cl)C (2S)-2-amino-N-[[(2-[2-chloro-4-[([[2-(2,6-dioxopiperidin-3-yl)-1-oxo-3H-isoindol-5-yl]methyl]carbamoyl)amino]phenyl]ethyl)sulfanyl]methyl]propanamide